COC=1C=C2CCN(CC2=C(C1OC)C1=C(C=CC=C1)OC)CCCC1=CC=NC=C1 6,7-dimethoxy-8-(2-methoxyphenyl)-2-(3-(pyridin-4-yl)propyl)-1,2,3,4-tetrahydroisoquinoline